(S)-3-Fluoro-2-((R)-3-methylmorpholin-4-yl)-9-(4-methyl-2-oxo-pentyl)-8-trifluoromethyl-6,7,8,9-tetrahydro-pyrimido[1,2-a]-pyrimidin-4-one FC1=C(N=C2N(C1=O)CC[C@H](N2CC(CC(C)C)=O)C(F)(F)F)N2[C@@H](COCC2)C